4,4-difluoro-1-((s)-1-((5-fluoropyridin-2-yl)amino)-1-oxopropan-2-yl)piperidin FC1(CCN(CC1)[C@H](C(=O)NC1=NC=C(C=C1)F)C)F